FC1=CC=C2C=C(C=C(C2=C1F)N1C(C=2N=C(N=CC2C=C1)OC([2H])([2H])[C@H]1N(CCC1)C)=O)O 7-(7,8-difluoro-3-hydroxynaphthalen-1-yl)-2-(((S)-1-methylpyrrolidin-2-yl)methoxy-d2)Pyrido[3,4-d]Pyrimidin-8(7H)-one